2-carboxy-1,4-naphthoquinol C1=CC=C2C(=C1)C(=CC(=C2[O-])C(=O)O)O